bismuth-tungsten [W].[Bi]